CS(=O)(=O)C1=CC=C(C=C1)C1=CC2=NC=CC(=C2O1)C1=CCCN(C1)C(=O)OC(C)(C)C tert-butyl 5-(2-(4-(methylsulfonyl)phenyl)furo[3,2-b]pyridin-7-yl)-3,6-dihydropyridine-1(2H)-carboxylate